2-(((2R,3R,4S,5R)-5-(6-amino-2-chloro-9H-purin-9-yl)-4-fluoro-3-hydroxytetrahydrofuran-2-yl)methoxy)-2-(4-carboxy-2-fluorobenzyl)malonic acid NC1=C2N=CN(C2=NC(=N1)Cl)[C@H]1[C@H]([C@@H]([C@H](O1)COC(C(=O)O)(C(=O)O)CC1=C(C=C(C=C1)C(=O)O)F)O)F